CN(C1=CC=C(C=C1)C1=NC2=CC=CC=C2C(=N1)OC)C 2-(4'-Dimethylaminophenyl)-4-methoxyquinazoline